5-amino-N-(4-(4-chloro-3-fluorophenyl)thiazol-2-yl)-3-methylpyridine-2-sulfonamide NC=1C=C(C(=NC1)S(=O)(=O)NC=1SC=C(N1)C1=CC(=C(C=C1)Cl)F)C